phosphoryloxybenzoyl-methyl mercaptan P(=O)(OC(C(C1=CC=CC=C1)=O)S)(S)S